C(C)OC(=O)C1=C(N=C(S1)NC1=NC(=CC(=N1)C(NCC(=O)O)=O)NCC1=CC=C(C=C1)S(N)(=O)=O)C 2-[[4-(carboxymethyl-carbamoyl)-6-(4-sulfamoyl-benzylamino)-2-pyrimidinyl]amino]-4-methyl-5-thiazolecarboxylic acid ethyl ester